6-chloro-N-[(2S)-1-({(1S)-1-cyano-2-[(3S)-2-oxopiperidin-3-yl]ethyl}amino)-4-methyl-1-oxopentan-2-yl]-4-methoxy-1H-indole-2-carboxamide ClC1=CC(=C2C=C(NC2=C1)C(=O)N[C@H](C(=O)N[C@@H](C[C@H]1C(NCCC1)=O)C#N)CC(C)C)OC